NCC1CC12CCN(CC2)C(=O)OC(C)(C)C Tert-butyl 1-(aminomethyl)-6-azaspiro[2.5]octane-6-carboxylate